2,4-dichloro-6-ethylbenzoic acid ClC1=C(C(=O)O)C(=CC(=C1)Cl)CC